CC=1C=C2C=CN=C(C2=CC1)NC1=C(C=C(C=C1F)F)F 6-methyl-1-((2,4,6-trifluorophenyl)amino)isoquinoline